3-methoxy-1,3,5-estratrien-2-ol COC1=CC2=CC[C@H]3[C@@H]4CCC[C@@]4(C)CC[C@@H]3[C@H]2C=C1O